OC1=C(C=CC(=C1)C(F)(F)F)C1=NN=C(C2=CC=CC=C12)NCC(CO)O 3-[[4-[2-hydroxy-4-(trifluoromethyl)phenyl]phthalazin-1-yl]amino]propane-1,2-diol